4-methoxy-2-(((thiazol-4-ylmethyl)amino)phenyl)ethan-1-ol palladium(II) tetrafluoroborate F[B-](F)(F)F.[Pd+2].COC1=CC(=C(C=C1)CCO)NCC=1N=CSC1.F[B-](F)(F)F